CN1C=NC=C1C(=O)NC1=CC(=C(C=C1)C)NC(C1=CC=C(C=C1)C)=O 1-Methyl-N-{4-methyl-3-[(4-methylbenzoyl)amino]phenyl}-1H-imidazole-5-carboxamide